BrCC(=O)C1=CC=C(C=C1)N1CCOCC1 2-bromo-1-[4-(morpholin-4-yl)phenyl]ethanone